C(C)(=O)OC1C=C(C(C(C1)(C)C)C(=O)OC)CC methyl 4-acetoxy-2-ethyl-6,6-dimethylcyclohex-2-ene-1-carboxylate